3-(6,7-difluoro-1-oxo-5-(piperazin-1-yl-2,2,3,3,5,5,6,6-d8)isoindolin-2-yl)piperidine-2,6-dione FC1=C(C=C2CN(C(C2=C1F)=O)C1C(NC(CC1)=O)=O)N1C(C(NC(C1([2H])[2H])([2H])[2H])([2H])[2H])([2H])[2H]